tert-butyl 4-heptadecanoylpiperazine-1-carboxylate C(CCCCCCCCCCCCCCCC)(=O)N1CCN(CC1)C(=O)OC(C)(C)C